(2S,4R)-1-[(2S)-2-(4-cyclopropyltriazol-1-yl)-3,3-dimethyl-butanoyl]-N-[2-(1-ethylbenzimidazol-2-yl)ethyl]-4-hydroxy-pyrrolidine-2-carboxamide C1(CC1)C=1N=NN(C1)[C@H](C(=O)N1[C@@H](C[C@H](C1)O)C(=O)NCCC1=NC2=C(N1CC)C=CC=C2)C(C)(C)C